C(C)(C)(C)OC(=O)N1CCN(CC1)C1=NN=C(C2=CC(=C(C=C12)Cl)Cl)C1=CC=CC=C1.NCCNCCC[Si](OCC)(OCC)OCC N-(2-aminoethyl)-3-aminopropyltriethoxysilane tert-Butyl-4-(6,7-dichloro-4-phenylphthalazin-1-yl)piperazine-1-carboxylate